FC(C=1C=C(C=C(C1)C(F)(F)F)NC(C=C)=O)(F)F N-[3,5-Bis(trifluoromethyl)phenyl]acrylamide